(5-FLUORO-2-[(OXAN-4-YLSULFANYL)METHYL]PHENYL)BORANEDIOL FC=1C=CC(=C(C1)B(O)O)CSC1CCOCC1